COC(=O)C=1C(N(C2=NC(=CC=C2C1N)C(F)(F)F)C1=C(C=C(C=C1Br)Cl)C)=O 4-Amino-1-(6-bromo-4-chloro-2-methylphenyl)-2-oxo-7-(trifluoromethyl)-1,2-dihydro-1,8-naphthyridine-3-carboxylic acid methyl ester